N1(CCC1)CC1=CC(=C(C=C1)N1C=NC(=C1)C1=NC(=NC=C1C(F)(F)F)NC1CCN(CC1)S(=O)(=O)C)Cl 4-(1-(4-(azetidin-1-ylmethyl)-2-chlorophenyl)-1H-imidazol-4-yl)-N-(1-(methylsulfonyl)piperidin-4-yl)-5-(trifluoromethyl)pyrimidin-2-amine